7-bromo-6-fluoro-1-(tetrahydro-2H-pyran-2-yl)-1H-indazole BrC=1C(=CC=C2C=NN(C12)C1OCCCC1)F